sodium 2,5-dihydroxyterephthalate OC1=C(C(=O)[O-])C=C(C(=C1)C(=O)[O-])O.[Na+].[Na+]